2-[[1-(4-chloro-1-methyl-pyrazol-3-yl)cyclopropanecarbonyl]amino]-4-[[3-fluoro-2-methoxy-propyl]-[4-(5,6,7,8-tetrahydro-1,8-naphthyridin-2-yl)butyl]amino]butanoic acid ClC=1C(=NN(C1)C)C1(CC1)C(=O)NC(C(=O)O)CCN(CCCCC1=NC=2NCCCC2C=C1)CC(CF)OC